C(CCCCCCCCCCCCCCC(C)C)(=O)O.C(CCCCCCCCCCCCCCC(C)C)(=O)O.C(CCCCCCCCCCCCCCC(C)C)(=O)O.OCC(O)CO.OCC(O)CO.OCC(O)CO triglycerin triisostearate